4-{4-[4-(methanesulfonyl)phenoxy]piperidin-1-yl}-1-methyl-2-oxo-1,2-dihydroquinoline-3-carbonitrile CS(=O)(=O)C1=CC=C(OC2CCN(CC2)C2=C(C(N(C3=CC=CC=C23)C)=O)C#N)C=C1